N-[7-(3-chloropropyl)-7-azaspiro[3.5]nonan-2-yl]-5-isopropoxy-6-(1H-pyrazol-4-yl)-[1,2,4]triazolo[1,5-a]pyrazin-2-amine ClCCCN1CCC2(CC(C2)NC2=NN3C(C=NC(=C3OC(C)C)C=3C=NNC3)=N2)CC1